tert-Butyl 4-bromo-3-(4-chlorophenyl)-5-(4-cyanophenyl)pyrazole-1-carboxylate BrC=1C(=NN(C1C1=CC=C(C=C1)C#N)C(=O)OC(C)(C)C)C1=CC=C(C=C1)Cl